2-(3-Fluoro-phenyl)-cyclopropanecarboxylic acid (2-isopropyl-4-oxo-4H-quinazolin-3-yl)-amide C(C)(C)C1=NC2=CC=CC=C2C(N1NC(=O)C1C(C1)C1=CC(=CC=C1)F)=O